FC(C=1C=C2CC(CC2=CC1)NC1=NC=C(C=N1)C1=NN=C(O1)CC(=O)O)(F)F 2-(5-(2-((5-(trifluoromethyl)-2,3-dihydro-1H-inden-2-yl)amino)pyrimidin-5-yl)-1,3,4-oxadiazol-2-yl)acetic acid